tert-butyl 6-methylene-1,4-oxaazepane-4-carboxylate C=C1CN(CCOC1)C(=O)OC(C)(C)C